CN(C1CCC(CC1)C1=CC(=C(C=C1C)NC=1N=C(C2=C(N1)NC=C2)NC=2C=CC=C1CCN(C21)S(=O)(=O)C)OC)C N2-(4-(4-(dimethylamino)cyclohexyl)-2-methoxy-5-methylphenyl)-N4-(1-(methylsulfonyl)indolin-7-yl)-7H-pyrrolo[2,3-d]pyrimidine-2,4-diamine